CC(C(=O)N1[C@H]([C@H](C(C1)(F)F)NS(=O)(=O)C)CC1=C(C(=CC=C1)C1=NC(=CC(=N1)C)C)F)(C)C N-[(2S,3R)-1-(2,2-dimethylpropanoyl)-2-{[3-(4,6-dimethylpyrimidin-2-yl)-2-fluorophenyl]methyl}-4,4-difluoropyrrolidin-3-yl]methanesulfonamide